N-Ethylamino-methylmethyldiethoxysilan C(C)NC(C)O[Si](OCC)(C)C